C(CCCCCC\C=C/CCCC)C=1C=C(C=C(O)C1)O 5-((Z)-Tridec-8-en-1-yl)resorcinol